2,2'-propylidenebis(4-n-butyl-6-t-butylphenol) C(CC)(C1=C(C(=CC(=C1)CCCC)C(C)(C)C)O)C1=C(C(=CC(=C1)CCCC)C(C)(C)C)O